FC=1C(=NC(=NC1)NC1=CC=C(C=C1)S(=O)(=O)N)N1C2=C(CC3(C1)CC3)N=CO2 4-((5-fluoro-4-(5'H-spiro[cyclopropane-1,6'-oxazolo[5,4-b]pyridin]-4'(7'H)-yl)pyrimidin-2-yl)amino)benzenesulfonamide